2-(2-hydroxyethylsulfonamido)thiazole-4-carboxamide OCCS(=O)(=O)NC=1SC=C(N1)C(=O)N